C(C)(=O)O[C@H]1[C@@H](OC[C@@H]1N1N=NC2=C1N=C(N=C2Cl)SCCC)C(OC)OC (2R,3R,4S)-4-(7-chloro-5-(propylthio)-3H-[1,2,3]triazolo[4,5-d]pyrimidin-3-yl)-2-(dimethoxymethyl)tetrahydrofuran-3-yl acetate